1-allyl-N-((3R,4S)-3-fluoropiperidin-4-yl)-2-(3-((2-methoxy-4-(methylsulfonyl)phenyl)amino)prop-1-yn-1-yl)-1H-indol-4-amine C(C=C)N1C(=CC=2C(=CC=CC12)N[C@@H]1[C@@H](CNCC1)F)C#CCNC1=C(C=C(C=C1)S(=O)(=O)C)OC